C1(CC1)C1=C(C=CC(=C1)N1CCN(CC1)CC)NC1=NC=C(C(=N1)NCCCN1C(CCCC1)=O)C(F)(F)F 1-(3-((2-((2-cyclopropyl-4-(4-ethylpiperazin-1-yl)phenyl)amino)-5-(trifluoromethyl)pyrimidine-4-yl)amino)propyl)piperidin-2-one